1-(2-(((6-aminopyridazin-4-yl)amino)methyl)-6-cyclopropyl-imidazo[1,2-a]pyridin-8-yl)-3-methylimidazolidine-2,4-dione NC1=CC(=CN=N1)NCC=1N=C2N(C=C(C=C2N2C(N(C(C2)=O)C)=O)C2CC2)C1